[N+](=O)([O-])C=1C(=NNC1[N+](=O)[O-])C1=NNC(=N1)N 3-(4,5-dinitro-1H-pyrazol-3-yl)-1H-1,2,4-triazol-5-amine